ClC=1C(=C(C(=C(C1)C=1C(CC(NN1)=O)C)F)C)O 6-(5-chloro-2-fluoro-4-hydroxy-3-methylphenyl)-5-methyl-4,5-dihydro-2H-pyridazin-3-one